N1CCC=2C1=NC=C(C2)CN2CCC1=CC=C(C=C21)C(=O)NC2=CC(=C(C=C2)CN2CCN(CC2)C)C(F)(F)F 1-((2,3-dihydro-1H-pyrrolo[2,3-b]pyridin-5-yl)methyl)-N-(4-((4-methylpiperazin-1-yl)methyl)-3-(trifluoromethyl)phenyl)indoline-6-carboxamide